C(C1=CC=CC=C1)OC(C(C(=O)N1C[C@@H]2OCCN([C@@H]2C1)C(=O)OCC1=CC=CC=C1)(C)C)=O |o1:14,19| (4aR*,7aS*)-Benzyl 6-(3-(benzyloxy)-2,2-dimethyl-3-oxopropanoyl)hexahydropyrrolo[3,4-b][1,4]oxazine-4(4aH)-carboxylate